C(C)C1(CNC1)CC 3,3-diethylazetidine